[Bi].[Ce].[Sn] tin cerium bismuth